2-{3-fluoro-6H-isochromeno[3,4-b]pyridin-8-yl}-1,2,3-Triazole FC1=CC=C2C(=N1)OCC=1C=C(C=CC12)N1N=CC=N1